1-isopropyl-4-(3-methyl-2-nitrophenyl)piperazine C(C)(C)N1CCN(CC1)C1=C(C(=CC=C1)C)[N+](=O)[O-]